ClC=1C=C(C=CC1F)N1C(N(C2(C1=O)CCN(CC2)CC2CCOCC2)CC)=O (3-chloro-4-fluorophenyl)-1-ethyl-8-((tetrahydro-2H-pyran-4-yl)methyl)-1,3,8-triazaspiro[4.5]decane-2,4-dione